(e)-[(3-bromo-2,4-difluorophenyl)methylidene]hydrazine BrC=1C(=C(C=CC1F)\C=N\N)F